C(OC(CS(=O)(=O)C1=C(C=C(C=C1)F)F)CCCCCN=[N+]=[N-])(ON1C(CCC1=O)=O)=O 7-Azido-1-((2,4-difluorophenyl)sulfonyl)heptan-2-yl (2,5-dioxopyrrolidin-1-yl) carbonate